(S)-8-chloro-8'-(difluoromethoxy)-6'-(trifluoromethyl)-3'h-spiro[chroman-4,2'-imidazo[1,2-a]pyridine] ClC=1C=CC=C2C1OCC[C@]21N=C2N(C=C(C=C2OC(F)F)C(F)(F)F)C1